(2-bromo-5-(tert-butyl)phenyl)(methyl)sulfane BrC1=C(C=C(C=C1)C(C)(C)C)SC